8-bromo-7-fluoro-2,2-dimethylchroman BrC=1C(=CC=C2CCC(OC12)(C)C)F